OC[C@@H](C)NC(=O)C=1C=NC(=C(C1)C1=NN(C=C1)C)OC1=CC=C(C=C1)S(F)(F)(F)(F)F N-[(2R)-1-Hydroxypropan-2-yl]-5-(1-methyl-1H-pyrazol-3-yl)-6-[4-(pentafluoro-lambda6-sulfanyl)phenoxy]pyridine-3-carboxamide